2-[4-[3-[1-(5-chloropyrimidin-2-yl)-4-piperidyl]propoxy]-2,6-difluoro-phenyl]-1-[(3S)-3-[[[2-hydroxy-1,1-bis(hydroxymethyl)ethyl]amino]methyl]pyrrolidin-1-yl]ethanone ClC=1C=NC(=NC1)N1CCC(CC1)CCCOC1=CC(=C(C(=C1)F)CC(=O)N1C[C@@H](CC1)CNC(CO)(CO)CO)F